ClC=1C=C(C=CC1)[C@H](C(=O)N1CC2=C(CCC1)N=C(NC2=O)C2(CC2)C2=CC(=NC=C2)OC2=CC=CC=C2)O (R)-6-(2-(3-chlorophenyl)-2-hydroxyacetyl)-2-(1-(2-phenoxypyridin-4-yl)cyclopropyl)-3,5,6,7,8,9-hexahydro-4H-pyrimido[5,4-c]azepin-4-one